COC(=O)C1CCC(CC1)O[Si](C)(C)C(C)(C)C.C1C(CC12OCCO2)C2=CC=C(C=C2)C=2C(=NC(=CC2)OCC2=CC=CC=C2)OCC2=CC=CC=C2 3-(4-(5,8-dioxaspiro[3.4]octan-2-yl)phenyl)-2,6-bis(benzyloxy)pyridine methyl-(1r,4r)-4-((tert-butyldimethylsilyl)oxy)cyclohexane-1-carboxylate